1-methyl-5,7-dihydrocyclopenta[c]Pyridine CC1=NC=CC2=C1CCC2